2-ethyl-6-methyl-9-methacryloyloxy-10-acetoxy-1,4-dihydro-1,4-methanoanthracene C(C)C=1C2C3=C(C4=CC=C(C=C4C(=C3C(C1)C2)OC(C)=O)C)OC(C(=C)C)=O